BrC1=CC=C2C(=NC(=NC2=C1)N1[C@@H](CCC1)CO)NC=1N=CN(C1)C1=CC(=C(C(=C1)OC)OC)OC (S)-(1-(7-bromo-4-((1-(3,4,5-trimethoxyphenyl)-1H-imidazol-4-yl)amino)quinazolin-2-yl)pyrrolidin-2-yl)methanol